2-(5-Fluoropyridin-2-yl)-6,6-dimethyl-3-(1-((2-(trimethylsilyl)ethoxy)methyl)-1H-pyrazolo[4,3-b]Pyridin-7-yl)-6,7-dihydro-4H-pyrazolo[5,1-c][1,4]Oxazine FC=1C=CC(=NC1)C1=NN2C(COC(C2)(C)C)=C1C1=C2C(=NC=C1)C=NN2COCC[Si](C)(C)C